7-Ethyl-4-(4-fluoro-3-(4-(methoxymethyl)-1-(tetrahydro-2H-pyran-4-yl)-1H-benzo[d][1,2,3]triazol-5-yl)phenyl)-7H-imidazo[4,5-c]pyridazine C(C)N1C=NC2=C1N=NC=C2C2=CC(=C(C=C2)F)C2=C(C1=C(N(N=N1)C1CCOCC1)C=C2)COC